FC(C(=O)OC=1C=C2CCN(C(C2=CC1OC)CCC1=CNC2=CC=C(C=C12)OC)C(=O)N1CCOCC1)(F)F 7-Methoxy-1-(2-(5-methoxy-1H-indol-3-yl)ethyl)-2-(morpholin-4-carbonyl)-1,2,3,4-tetrahydroisoquinolin-6-yl 2,2,2-trifluoroacetate